CC1=NN(C=C1N)C1CCOCC1 3-methyl-1-tetrahydropyran-4-yl-pyrazol-4-amine